N-(3-methylbenzyl)prop-2-yn-1-amine CC=1C=C(CNCC#C)C=CC1